C(#N)C=1C(=CC2=C(N(C=N2)CC2CCC(CC2)C(=O)O)C1)F 4-[(6-cyano-5-fluoro-benzimidazol-1-yl)methyl]cyclohexanecarboxylic acid